CC(C(=O)OCC)(CCCCCCCC(CCCCCCCC(C(=O)OCC)(C)C)=O)C diethyl 2,2,18,18-tetramethyl-10-oxononadecanedioate